tert-butyl 4-(4-(2-chloro-4-((3-(4-(difluoromethoxy)-2,3-difluorophenyl)imidazo[1,2-a]pyrazin-8-yl)amino)benzoyl)piperazine-1-carbonyl)piperidine-1-carboxylate ClC1=C(C(=O)N2CCN(CC2)C(=O)C2CCN(CC2)C(=O)OC(C)(C)C)C=CC(=C1)NC=1C=2N(C=CN1)C(=CN2)C2=C(C(=C(C=C2)OC(F)F)F)F